undecyldimethyl-2-phenoxyethyl-ammonium iodide [I-].C(CCCCCCCCCC)[N+](CCOC1=CC=CC=C1)(C)C